CN(C)C(=C(C(=O)N)C)CCC dimethylamino-propylmethylacrylamide